ClC=1C=C2C(=CC(=NC2=CC1)C(F)(F)F)N[C@@H]1C[C@@H](CCC1)NC(=O)C=1C(=NNC1)C(F)F N-[(1R,3S)-3-[[6-chloro-2-(trifluoromethyl)-4-quinolyl]amino]cyclohexyl]-3-(difluoromethyl)-1H-pyrazole-4-carboxamide